C(C1=CC=CC=C1)OC=1C=C2C=CN(C2=CC1)C1=CC(=C(C=C1)F)C 5-benzyloxy-1-(4-fluoro-3-methyl-phenyl)indole